1-(3-(tert-butyl)-1-(4-(morpholinomethyl)phenyl)-1H-pyrazol-5-yl)-3-(2-(methylthio)-4-((3-keto-3,4-dihydropyrido[2,3-b]pyrazin-8-yl)oxy)phenyl)urea C(C)(C)(C)C1=NN(C(=C1)NC(=O)NC1=C(C=C(C=C1)OC1=CC=NC=2NC(C=NC21)=O)SC)C2=CC=C(C=C2)CN2CCOCC2